S1C(=NC2=C1C=CC=C2)NC2=C(C=C(N=N2)N(C=2SC(=C(N2)C(=O)OCC)N2C[C@H](CC2)OCC2=CC=CC=C2)C)C ethyl 2-({6-[(1,3-benzothiazol-2-yl)amino]-5-methylpyridazin-3-yl}(methyl)amino)-5-[(3S)-3-(benzyloxy)pyrrolidin-1-yl]-1,3-thiazole-4-carboxylate